O=C1NC(CCC1NC1=CC(=C(C=C1)N1CCN(CC1)CC(=O)O)F)=O 2-(4-(4-((2,6-dioxopiperidin-3-yl)amino)-2-fluorophenyl)piperazin-1-yl)acetic acid